2-(4-(6-(3,4-Difluorobenzyloxy)pyridin-2-yl)-2-fluorobenzyl)-1-((tetrahydrofuran-2-yl)methyl)-1H-benzo[d]imidazol FC=1C=C(COC2=CC=CC(=N2)C2=CC(=C(CC3=NC4=C(N3CC3OCCC3)C=CC=C4)C=C2)F)C=CC1F